benzothiophenyl-pyrimidinone S1C(=CC2=C1C=CC=C2)C2=NC(NC=C2)=O